tert-butyl {1-[3-bromo-5-(hydroxymethyl)-1H-pyrazol-1-yl]-2-methylpropan-2-yl}carbamate BrC1=NN(C(=C1)CO)CC(C)(C)NC(OC(C)(C)C)=O